[Cl-].[Cl-].C1(C=CC=C1)[Hf+2]C1C=CC2=CC=CC=C12 cyclopentadienyl-(1-indenyl)-hafnium dichloride